C1(=CC=CC=C1)S(=O)(=O)NC=1C(=C(C=CC1)/C=C/[C@@H](CCOC1=C(C=CC=C1)CCC(=O)O)O)C(F)(F)F 3-[2-[(E,3R)-5-[3-(Benzenesulfonamido)-2-(trifluoromethyl)phenyl]-3-hydroxypent-4-enoxy]phenyl]propanoic acid